N1N=CC=2CNCCC21 1,4,6,7-tetrahydro-5H-pyrazolo[4,3-c]pyridin